3-(Dimethyl-sulfamoyl)-4-(8,8,8-trifluorooctyl-amino)benzoic acid CN(S(=O)(=O)C=1C=C(C(=O)O)C=CC1NCCCCCCCC(F)(F)F)C